CC1OCCC1CCCCCC=O 2-methyltetrahydrofuran-3-hexanal